N-(2-phenoxyethyl)-4-(5,6,7,8-tetrahydro-1,8-naphthyridin-2-yl)butan-1-amine O(C1=CC=CC=C1)CCNCCCCC1=NC=2NCCCC2C=C1